(cis)-Benzyl 4-((tert-butoxycarbonyl) amino)-3-hydroxypiperidine-1-carboxylate C(C)(C)(C)OC(=O)N[C@@H]1[C@@H](CN(CC1)C(=O)OCC1=CC=CC=C1)O